4-mercapto-N,N-dimethylbenzenesulfonamide SC1=CC=C(C=C1)S(=O)(=O)N(C)C